C(C)(=O)OC1=CC=C(C=C1)[S+](C)CC1=CC=CC=C1 (4-acetoxyphenyl)benzyl-(methyl)sulfonium